N1=CN=CC(=C1)C1=CNC2=NC=CN=C21 7-(pyrimidin-5-yl)-5H-pyrrolo[2,3-b]pyrazin